methyl (2Z,3E)-3-((2-(4-methylpiperazin-1-yl)ethoxy)imino)-2'-oxo-[2,3'-biindolinylidene]-5'-carboxylate CN1CCN(CC1)CCO\N=C/1\C(\NC2=CC=CC=C12)=C/1\C(NC2=CC=C(C=C12)C(=O)OC)=O